C1(=CC=CC=C1)C=1C(=C(C(=C(C1)C1=CC=CC=C1)C1=NN=NC(=C1C1=CC=CC=C1)C1=CC=CC=C1)C1=CC=CC=2OC3=C(C21)C=CC=C3)C3=CC=CC=C3 diphenyldibenzofuranyl-(diphenyltriazinyl)biphenyl